4-[cyclopropyl-[4-(5,6,7,8-tetrahydro-1,8-naphthyridin-2-yl)butyl]amino]-2-[(3-hydroxy-2,2-dimethyl-propanoyl)amino]butanoic acid C1(CC1)N(CCC(C(=O)O)NC(C(CO)(C)C)=O)CCCCC1=NC=2NCCCC2C=C1